dimethyl-4,4'-bipyridine dichloride [Cl-].[Cl-].CC=1C(=NC=CC1C1=CC=NC=C1)C